C(C1=CC=CC=C1)C=1N(C=2C(=C3CC[C@@H](N(C3=CC2)C(=O)OC)C)N1)C1CCCCC1 (1R,3R)-3-[(7S)-2-Benzyl-6-(methoxycarbonyl)-7-methyl-3H,6H,7H,8H,9H-imidazo[4,5-f]chinolin-3-yl]cyclohexan